N-(2',4'-difluoro-5-(5-(1-methyl-1H-pyrazol-4-yl)-1H-benzo[d]imidazol-1-yl)-[1,1'-biphenyl]-3-yl)cyclopropanesulfonamide FC1=C(C=CC(=C1)F)C1=CC(=CC(=C1)N1C=NC2=C1C=CC(=C2)C=2C=NN(C2)C)NS(=O)(=O)C2CC2